C(C)(C)(C)C1=CC(=C(C=C1O)CC(=O)NC1=CC(=NC=C1F)C(=O)O)F 4-[[2-(4-tert-Butyl-2-fluoro-5-hydroxy-phenyl)acetyl]amino]-5-fluoro-pyridine-2-carboxylic acid